ClC=1C(=NC(=CC1)C1=C(C(=C(C=C1)C(F)(F)F)/C=N/OC)Cl)C(=O)OC Methyl (E)-3-chloro-6-(2-chloro-3-((methoxyimino) methyl)-4-(trifluoromethyl) phenyl)picolinate